C(N)(=O)C1=NN(C=C1NC(=O)C=1N=C(OC1)C1=CC(=NC=C1)N(C(OC(C)(C)C)=O)CC1CC1)C1=CC=C(C=C1)C(N(CC=O)C)=O 2-Tert-butyl N-[4-[4-[[3-carbamoyl-1-[4-[methyl(2-oxoethyl)carbamoyl]phenyl]pyrazol-4-yl] carbamoyl]oxazol-2-yl]-2-pyridyl]-N-(cyclopropylmethyl)carbamate